FC1(CCN(CC1)C(=O)C=1C=CC(=NC1)C=1C=C(C2=C(C=C(O2)CNC(OC(C)(C)C)=O)C1)O)F tert-butyl (5-(5-(4,4-difluoropiperidine-1-carbonyl)pyridin-2-yl)-7-hydroxybenzofuran-2-yl)methylcarbamate